N-[[(2R)-1,4-dioxan-2-yl]methyl]-2,6-dimethoxy-4-[5-(1-methylpyrazol-4-yl)benzimidazol-1-yl]benzamide O1[C@@H](COCC1)CNC(C1=C(C=C(C=C1OC)N1C=NC2=C1C=CC(=C2)C=2C=NN(C2)C)OC)=O